((3-methylisothiazol-4-yl)methyl)aniline CC1=NSC=C1CNC1=CC=CC=C1